10-methyl-1-(6-methyl-4-(trifluoromethyl)pyridin-2-yl)-1,3a,4,5,10,11a-hexahydro-2H-benzo[b]pyrrolo[2,3-f][1,4]diazocine-2,11(3H)-dione CN1C2=C(NCC3C(C1=O)N(C(C3)=O)C3=NC(=CC(=C3)C(F)(F)F)C)C=CC=C2